N-(2-(4-Cyanothiazolidin-3-yl)-2-oxoethyl)-6-(1-(3-fluoropyridin-2-yl)-cyclopropyl)quinoline-4-carboxamide C(#N)C1N(CSC1)C(CNC(=O)C1=CC=NC2=CC=C(C=C12)C1(CC1)C1=NC=CC=C1F)=O